BrC1=CC(=C(C(=O)O)C=C1)N1C2COCC1CC2 4-Bromo-2-(3-oxa-8-azabicyclo[3.2.1]oct-8-yl)benzoic acid